2-methyl-2-(1-methyl-1H-pyrazol-5-yl)cyclopentane-1-one CC1(C(CCC1)=O)C1=CC=NN1C